FC=1C=C(C=C(C1F)F)C=1N=NN(C1)[C@@H]1[C@H]([C@@H](SC2=CCC(C=C2)(OCC)Cl)O[C@@H]([C@@H]1O)CO)O 4-Chlorophenetyl 3-deoxy-3-[4-(3,4,5-trifluorophenyl)-1H-1,2,3-triazol-1-yl]-1-thio-α-D-galactopyranoside